11-chloroundecyl-triethoxysilane ClCCCCCCCCCCC[Si](OCC)(OCC)OCC